(S)-2-(4-(5-chloro-6-((4-cyano-2-fluorobenzyl)oxy)pyridin-2-yl)-2,3,6-trifluorobenzyl)-1-(4,4-dimethyltetrahydrofuran-3-yl)-1H-benzo[d]imidazole-6-carboxylic acid ClC=1C=CC(=NC1OCC1=C(C=C(C=C1)C#N)F)C1=C(C(=C(CC2=NC3=C(N2[C@@H]2COCC2(C)C)C=C(C=C3)C(=O)O)C(=C1)F)F)F